C(CC)C(C=O)CCCCCCCC 2-Propyl-decanal